O=C1CC(NC2=C(N1)C=CC(=C2)OC)=O 2,4-dioxo-7-methoxy-1H-benzo[1,2-b][1,4]diazepin